methyl 2-(((1R,5S,6S)-6-(6-(benzyloxy)pyridin-2-yl)-3-azabicyclo[3.1.0]hexan-3-yl)methyl)-4-methoxy-1-(((S)-oxetan-2-yl)methyl)-1H-benzo[d]imidazole-6-carboxylate C(C1=CC=CC=C1)OC1=CC=CC(=N1)C1[C@H]2CN(C[C@@H]12)CC1=NC2=C(N1C[C@H]1OCC1)C=C(C=C2OC)C(=O)OC